BrC1=C(C2=C(N(C(=C2C(C)C)C=2C=C(C=3N(C2)N=C(N3)C)C)C(=O)OC(C)(C)C)S1)C tert-butyl 2-bromo-5-(2,8-dimethyl-[1,2,4]triazolo[1,5-a]pyridin-6-yl)-4-isopropyl-3-methyl-thieno[2,3-b]pyrrole-6-carboxylate